FC1CN(CC1)CC1=CC(=C(C=C1)N1C=NC(=C1)NC=1N=CC(=NC1)C#N)OC 5-((1-(4-((3-Fluoropyrrolidin-1-yl)methyl)-2-methoxyphenyl)-1H-imidazol-4-yl)amino)pyrazine-2-carbonitrile